C(C)C1N(CCOC1)C(=O)NC=1C=C2CCC(NC2=C(C1)C)=O 3-ethyl-N-(8-methyl-2-oxo-3,4-dihydro-1H-quinolin-6-yl)morpholine-4-carboxamide